C1CC2=C1C(=CC=C2C(=O)[O-])C(=O)[O-] 1,2-dihydrocyclobutabenzene-3,6-dicarboxylate